N1N=NC(=C1)C(=O)N 1,2,3-triazole-4-carboxamide